4-(3-((2S,3R)-3-hydroxy-2-methylazetidin-1-yl)-2,4-diazabicyclo[4.2.0]octa-1,3,5-trien-5-yl)benzamide O[C@H]1[C@@H](N(C1)C=1N=C2CCC2=C(N1)C1=CC=C(C(=O)N)C=C1)C